BrC1=CC2=C(N=C(N=C2N[C@H](C)C2=C(C(=CC=C2)C(F)F)F)C)N=C1OCC (R)-6-bromo-N-(1-(3-(difluoromethyl)-2-fluorophenyl)ethyl)-7-ethoxy-2-methylpyrido[2,3-d]pyrimidin-4-amine